BrCC(=O)[C@@H]1N(C[C@H](CC1)NC(COC1=CC(=C(C=C1)Cl)F)=O)C(=O)OC(C)(C)C tert-butyl (2R,5S)-2-(2-bromoacetyl)-5-[[2-(4-chloro-3-fluoro-phenoxy)acetyl]amino]piperidine-1-carboxylate